(1s,4s)-4-(tert-butoxycarbonylamino)cyclohexanecarboxylic acid C(C)(C)(C)OC(=O)NC1CCC(CC1)C(=O)O